C12C(CCC(CC1)N2)C(=O)O 8-azabicyclo[3.2.1]octane-2-carboxylic acid